ClC=1C=C2C=C(NC2=CC1)CNC(N([C@H]1CN(CCC1)C(=O)C1COCC1)C)=O 3-((5-chloro-1H-indol-2-yl)methyl)-1-methyl-1-((3R)-1-(tetrahydrofuran-3-carbonyl)piperidin-3-yl)urea